CC1CC2C3C1CC(CCC3C(=O)O2)C(=C)C (-)-guaia-1(10),11-dien-15,2-olide